1-(4-(benzyloxy)phenyl)ethan-1-one C(C1=CC=CC=C1)OC1=CC=C(C=C1)C(C)=O